1,1-dioxotetrahydro-2H-thiopyran-3-ylamine O=S1(CC(CCC1)N)=O